6-((1R,5S)-3-(cyclopropanecarbonyl)-3-azabicyclo[3.1.0]hexan-1-yl)-4-(((R)-1-(3-(difluoromethyl)-2-fluorophenyl)ethyl)amino)-2-methyl-2,6-dihydropyrido[3,4-d]pyridazine-1,7-dione C1(CC1)C(=O)N1C[C@]2(C[C@H]2C1)N1C=C2C(=NN(C(C2=CC1=O)=O)C)N[C@H](C)C1=C(C(=CC=C1)C(F)F)F